N1C(=NCC1)C1=NC=CC(=C1[Ir](C1(C(=C(C(=C1C)C)C)C)C)Cl)C mono[2-(4,5-dihydro-1H-imidazol-2-yl)-4-methylpyridinyl](pentamethylcyclopentadienyl)iridium (III) chloride